N-(2,4-dichloro-6-methylbenzyl)-5-fluoro-8-methylene-5,6,7,8-tetrahydroquinoline-5-carboxamide ClC1=C(CNC(=O)C2(C=3C=CC=NC3C(CC2)=C)F)C(=CC(=C1)Cl)C